C1NCC12CCC(CC2)NC=2N=CC1=C(N2)N(C(C(=C1)C1=CC(=C(C=C1)NS(=O)(=O)CCC(F)(F)F)F)=O)C(C)C N-(4-(2-((2-azaspiro-[3.5]nonan-7-yl)amino)-8-isopropyl-7-oxo-7,8-dihydropyrido[2,3-d]-pyrimidin-6-yl)-2-fluorophenyl)-3,3,3-trifluoropropane-1-sulfonamide